COC1=C(C(=O)NC2CCC(CC2)NC2=CC(=NC3=CC=C(C=C23)Cl)C(F)(F)F)C=CC=C1 2-methoxy-N-[(1s,4s)-4-{[6-chloro-2-(trifluoromethyl)quinolin-4-yl]amino}cyclohexyl]benzamide